2-(2-oxo-2,3-dihydro-1H-benzo[d]imidazol-1-yl)nicotinonitrile O=C1NC2=C(N1C1=C(C#N)C=CC=N1)C=CC=C2